O[C@H](CN1N=CC(=C1)C1=CC=2N(C(=C1)C)N=C(C2N(C=2SC(=C(N2)C2=CC=C(C=C2)F)C#N)C)CC)CO (R)-2-((5-(1-(2,3-dihydroxypropyl)-1H-pyrazol-4-yl)-2-ethyl-7-methylpyrazolo[1,5-a]pyridin-3-yl)(methyl)amino)-4-(4-fluorophenyl)thiazole-5-carbonitrile